6-bromo-7-methylquinazolin-4(1H)-one BrC=1C=C2C(N=CNC2=CC1C)=O